1-(4-(5-(difluoromethyl)-1,3,4-oxadiazole-2-yl)-2-fluorobenzyl)-3-(piperidine-4-yl)-3,4-dihydroquinazoline-2(1H)-one 2,2,2-trifluoroacetate FC(C(=O)O)(F)F.FC(C1=NN=C(O1)C1=CC(=C(CN2C(N(CC3=CC=CC=C23)C2CCNCC2)=O)C=C1)F)F